NC1=NC2=CC=C(C=C2C(=N1)C(CO)(CCOCC)C1=NC=CC=C1)C=1C=C(C(N(C1)C)=O)C 5-(2-amino-4-(4-ethoxy-1-hydroxy-2-(pyridin-2-yl)butan-2-yl)quinazolin-6-yl)-1,3-dimethylpyridine-2(1H)-on